α-iodobutyric acid IC(C(=O)O)CC